6-bromo-2-(2-methoxyethyl)isoindolin-1-one BrC1=CC=C2CN(C(C2=C1)=O)CCOC